(5R)-3-[6-[(3,3-diethyl-1H-isobenzofuran-4-yl)oxy]-3-pyridinyl]-5-ethyl-5-methyl-imidazolidine-2,4-dione C(C)C1(OCC2=CC=CC(=C12)OC1=CC=C(C=N1)N1C(N[C@](C1=O)(C)CC)=O)CC